BrC=1C=CC=C2C=C(C=NC12)I 8-bromo-3-iodoquinoline